C(C1=CC=CC=C1)C1=CN=C(S1)C=1N(C(N2C1CN(CC2)C(C2=CC(=C(C=C2)Br)Cl)=O)=O)C2=CC=C(C=C2)OC(C)C 1-(5-benzylthiazol-2-yl)-7-(4-bromo-3-chloro-benzoyl)-2-(4-isopropoxyphenyl)-6,8-dihydro-5H-imidazo[1,5-a]pyrazin-3-one